N-(1-((1s,4s)-4-hydroxycyclohexyl)-3-(pyridin-2-yl)-1H-pyrazol-4-yl)-5-(1H-pyrazol-4-yl)furan-2-carboxamide formate C(=O)O.OC1CCC(CC1)N1N=C(C(=C1)NC(=O)C=1OC(=CC1)C=1C=NNC1)C1=NC=CC=C1